6-(1,1-difluoro-5-azaspiro[2.5]octan-5-yl)-2-methyl-4-oxo-3,4,5,6,7,8-hexahydroquinazoline-6-carbonitrile FC1(CC12CN(CCC2)C2(CC=1C(NC(=NC1CC2)C)=O)C#N)F